BrC1=CN2C(S1)=C(C=N2)C(=O)NC=2C(=NC=C(C2)NC(CN2CC(C2)C)=O)C 2-bromo-N-(2-methyl-5-(2-(3-methylazetidin-1-yl)acetamido)pyridin-3-yl)pyrazolo[5,1-b]thiazole-7-carboxamide